ClC1=C2C(=NC=C1[N+](=O)[O-])C=CS2 7-chloro-6-Nitrothieno[3,2-b]pyridine